C(C)(=O)O[C@H]1/C=C/[C@@H]([C@H](C(C(C[C@H](CC[C@]1(C)O)O)=O)=O)/C(=C/C=C/[C@H](COC(=O)N1CCCCC1)C)/C)C Piperidine-1-carboxylic acid [(2r,3e,5e)-6-[(2s,3s,4e,6s,7s,10s)-6-acetoxy-7,10-dihydroxy-3,7-dimethyl-12-oxo-1-oxocyclododec-4-en-2-yl]-2-methylhept-3,5-dienyl] ester